(2S,4R)-1-(2-(3-acetyl-5-(2-methylpyrimidin-5-yl)-1H-indazol-1-yl)acetyl)-N-(6-bromo-3-chloropyridin-2-yl)-4-fluoropyrrolidine-2-carboxamide C(C)(=O)C1=NN(C2=CC=C(C=C12)C=1C=NC(=NC1)C)CC(=O)N1[C@@H](C[C@H](C1)F)C(=O)NC1=NC(=CC=C1Cl)Br